[4-chloro-2-(4-fluoroanilino)-1,3-thiazol-5-yl][3-(3-fluorophenyl)-1,2,4-oxadiazol-5-yl]methanone ClC=1N=C(SC1C(=O)C1=NC(=NO1)C1=CC(=CC=C1)F)NC1=CC=C(C=C1)F